2-(4-(6'-Acetamidospiro[cyclopropane-1,3'-pyrrolo[3,2-c]pyridine]-1'(2'H)-yl)-6-methylpyrimidin-2-yl)-2,2-difluoroacetic acid ethyl ester C(C)OC(C(F)(F)C1=NC(=CC(=N1)N1CC2(C=3C=NC(=CC31)NC(C)=O)CC2)C)=O